1-(bromoethyl)-3-isopropylbenzene BrCCC1=CC(=CC=C1)C(C)C